C(C1=CC=CC=C1)NC(N(C1=NC=C(C=C1)C=1C=NN(C1)C)[C@@H]1CC[C@H](CC1)NC1=NC=C(C(=N1)NCC=1NC=CN1)C#N)=O 3-benzyl-1-(trans-4-((5-cyano-4-((1H-imidazol-2-ylmethyl)amino)-pyrimidin-2-yl)amino)-cyclohexyl)-1-(5-(1-methyl-1H-pyrazol-4-yl)pyridin-2-yl)urea